C1(=CC=CC=C1)NC1=CC(=CC=C1)C=1C=C2C=3C=CC=CC3C3=C(C2=CC1)C=CC=C3 N-phenyl-3-(benzophenanthren-2-yl)aniline